7-bromo-3-(ethylsulfonyl)imidazo[1,2-a]pyridine-2-carboxylic acid BrC1=CC=2N(C=C1)C(=C(N2)C(=O)O)S(=O)(=O)CC